ClC1=CC=C(C=C1)C(C)(C#C)C=1N=C(SC1)NC(=O)NC(CO)CO 1-(4-(2-(4-chlorophenyl)-but-3-yn-2-yl)thiazol-2-yl)-3-(1,3-dihydroxypropan-2-yl)urea